COC(CNC(\C=C\C1=CC2=CC=CC=C2C=C1)=O)=O (E)-(3-(Naphthalen-2-yl)acryloyl)Glycine methyl ester